5-(2-(4-fluoro-3-(pyridin-4-yl)phenylamino)-5-methylpyrimidin-4-ylamino)benzo[d]oxazol-2(3H)-one FC1=C(C=C(C=C1)NC1=NC=C(C(=N1)NC=1C=CC2=C(NC(O2)=O)C1)C)C1=CC=NC=C1